p-N,N-diethylaminobenzaldehyde C(C)N(CC)C1=CC=C(C=O)C=C1